BrC=1C=C2C=3C=C(C=CC3NC2=CC1)CC(=O)OC Methyl 2-(6-bromo-9H-carbazol-3-yl)acetate